N1C=CC=2C1=NC=CC2 1H-pyrrolo[2,3-B]pyridine